CC1=C(C=CC=C1)C(C)C methyl-iso-propyl-benzene